C(C)(C)(C)OC(=O)N1CC2=NN(C=C2C1)C1=CC=C(C=C1)B(O)O (4-(5-(tert-butoxycarbonyl)-5,6-dihydropyrrolo[3,4-c]pyrazol-2(4H)-yl)phenyl)boronic acid